(1s,4S)-4-(3-chloro-4-fluoroanilino)-2'-[(2R)-3-hydroxy-2-methylpropyl]-5'-methyl-2',3'-dihydrospiro[cyclohexane-1,1'-isoindole]-4-carboxylic acid ClC=1C=C(NC2(CCC3(N(CC4=CC(=CC=C34)C)C[C@H](CO)C)CC2)C(=O)O)C=CC1F